CN1CC(C1)(C)[C@@](C=1C=C(N=NC1)C#CC1(CCCC=2C=CC=NC12)O)(C1=CC=C(C=C1)C(C)C)O 8-{5-[(R)-(1,3-dimethyl-azetidin-3-yl)-hydroxy-(4-isopropyl-phenyl)-methyl]-pyridazin-3-ylethynyl}-5,6,7,8-tetrahydro-quinolin-8-ol